F[C@@H]1[C@H](C1)C1=NC(=NO1)C=1C=CC(=C(C1)NC(=O)C1=CN=C2N1C=CC(=C2)C\C=C\OCCO)C N-[5-[5-[(1R,2S)-2-fluorocyclopropyl]-1,2,4-oxadiazol-3-yl]-2-methyl-phenyl]-7-[(E)-3-(2-hydroxyethoxy)allyl]imidazo[1,2-a]pyridine-3-carboxamide